(S)-N-(1-(6,7-difluoro-1-oxo-1,2-dihydroisoquinolin-4-yl)ethyl)-N-methyl-1H-indole-2-carboxamide FC=1C=C2C(=CNC(C2=CC1F)=O)[C@H](C)N(C(=O)C=1NC2=CC=CC=C2C1)C